methyl-isopropyl-thiazole CC=1N=C(SC1)C(C)C